C1(CC1)NC1=CC=C(C(=N1)F)C1=C(C=NN1C1COC1)C(=O)O 5-[6-(Cyclopropyl-amino)-2-fluoropyridin-3-yl]-1-(oxetan-3-yl)pyrazole-4-carboxylic acid